FC(C1=NN=C(O1)C1=CC=C(S1)[C@H](CC1=CC=CC=C1)N1N=NC(=C1)C=1C=CC(=NC1)N)F 5-[1-[(1S)-1-[5-[5-(difluoromethyl)-1,3,4-oxadiazol-2-yl]thiophen-2-yl]-2-phenylethyl]triazol-4-yl]pyridin-2-amine